ClC1=CC=C(C=C1)C(C[Al](CC(C)C1=CC=C(C=C1)Cl)CC(C)C1=CC=C(C=C1)Cl)C tris[2-(4-chlorophenyl)-propyl]aluminum